C(CCCCCCCC(=O)OCC(CO)CO)(=O)OCCCCCCCCCC 1-decyl 9-(3-hydroxy-2-(hydroxymethyl)propyl) nonanedioate